BrC1=C(C=C(C=C1)F)NC(CC(OC)OC)=O N-(2-bromo-5-fluorophenyl)-3,3-dimethoxypropionamide